2,2-dimethyl-5-phenylpentylamine CC(CN)(CCCC1=CC=CC=C1)C